C(C)(C)(C)C1=NNC(=C1C(=O)O)OC1=CC(=CC=C1)Cl 3-(tert-butyl)-5-(3-chlorophenoxy)-1H-pyrazole-4-carboxylic acid